(diethyl-amino)titanium (IV) C(C)N(CC)[Ti+3]